CC1=CC=CC(=N1)C1=NNC=C1C=1N=C2C=C(C=NC2=CC1)C(=O)N 6-[3-(6-methyl-2-pyridyl)-1H-pyrazol-4-yl]-1,5-naphthyridine-3-carboxamide